ClC(=C[C@H]1C([C@@H]1C(=O)OCC1=C(C(=C(C(=C1F)F)C#C)F)Cl)(C)C)Cl 2-chloro-4-ethynyl-3,5,6-trifluorobenzyl (1R)-trans-3-(2,2-dichloro-1-ethenyl)-2,2-dimethylcyclopropanecarboxylate